3-(cyclobutyl(methyl)amino)-4-((N,N-dimethylsulfamoyl)carbamoyl)-2-fluorobenzoic acid C1(CCC1)N(C=1C(=C(C(=O)O)C=CC1C(NS(N(C)C)(=O)=O)=O)F)C